(R)-3-methyl-3-(4-(piperidin-4-yl)phenyl)piperidine-2,6-dione hydrochloride Cl.C[C@]1(C(NC(CC1)=O)=O)C1=CC=C(C=C1)C1CCNCC1